CC1=C(C=C(O1)C(=O)NC1=NC(=NS1)CC(C)=O)C1=CC(=CC=C1)OC(F)F 5-methyl-4-(3-(difluoromethoxy)phenyl)-N-(3-(2-oxopropyl)-1,2,4-thiadiazol-5-yl)furan-2-carboxamide